OC1=CC=C(C=CC2=CC(=C(C(=C2)OC)OC)OC)C=C1 4'-hydroxy-3,4,5-trimethoxystilbene